caffeyl-CoA C(\C=C\C1=CC(O)=C(O)C=C1)(=O)SCCNC(CCNC([C@@H](C(COP(OP(OC[C@@H]1[C@H]([C@H]([C@@H](O1)N1C=NC=2C(N)=NC=NC12)O)OP(=O)(O)O)(=O)O)(=O)O)(C)C)O)=O)=O